4-(2-(ethylamino)-6-(1-oxo-6-(pyrrolidin-1-yl)-4-(trifluoromethyl)isoindolin-2-yl)pyridin-4-yl)-3-(4-methyl-4H-1,2,4-triazol-3-yl)benzonitrile C(C)NC1=NC(=CC(=C1)C1=C(C=C(C#N)C=C1)C1=NN=CN1C)N1C(C2=CC(=CC(=C2C1)C(F)(F)F)N1CCCC1)=O